IC1=C(CC2C(CCCC2)=O)C=CC=C1 2-(2-iodobenzyl)cyclohexane-1-one